F[C@@]1([C@@](O[C@@H]([C@H]1O)CO)(N1C(=O)NC(=O)C=C1)[C@@H]1[C@H](O)[C@@H](O)[C@@H](O1)C(O)C)O 2'-Fluoro-5-methyl-β-L-arabinofuranosyluridine